tert-Butyl (3R)-3-(4,8-difluoro-6-formyl-3,5,6,7-tetrahydrocyclopenta[f]benzimidazol-2-yl)morpholine-4-carboxylate FC1=C2C(=C(C=3N=C(NC31)[C@H]3N(CCOC3)C(=O)OC(C)(C)C)F)CC(C2)C=O